COC1=C(C=O)C(=CC=C1)OC 2,6-dimethoxy-benzaldehyde